S1C(=NC2=C1C=CC=C2)NC(=O)C=2C=CC=C1CCN(CC21)C2=CC=C(C(=N2)C(=O)O)C=2C=NN(C2)CC2=C(C=CC=C2)OCCN(C)C 6-[8-(1,3-benzothiazol-2-ylcarbamoyl)-3,4-dihydroisoquinolin-2(1H)-yl]-3-(1-{2-[2-(dimethylamino)ethoxy]benzyl}-1H-pyrazol-4-yl)pyridine-2-carboxylic acid